BrC1=C(C=C(C=C1)C1=C2C(=NC(=C1)N1[C@@H](COCC1)C)N(N=C2)C2=NN(C=C2)COCC[Si](C)(C)C)F (R)-4-(4-(4-bromo-3-fluorophenyl)-1-(1-((2-(trimethylsilyl)ethoxy)methyl)-1H-pyrazol-3-yl)-1H-pyrazolo[3,4-b]Pyridin-6-yl)-3-methylmorpholine